ethyl 5-[(Z)-2-([2,3'-bipyridin]-5'-yl)-2-fluorovinyl]-6-methylpyridin-3-carboxylate N1=C(C=CC=C1)C=1C=NC=C(C1)/C(=C/C=1C=C(C=NC1C)C(=O)OCC)/F